(2S,3S)-2-(N-{2-[(tert-butoxy)carbonylamino]-3-chlorophenyl}-N-methylcarbamoyl)-5-oxopyrrolidine-3-carboxylic acid methyl ester COC(=O)[C@@H]1[C@H](NC(C1)=O)C(N(C)C1=C(C(=CC=C1)Cl)NC(=O)OC(C)(C)C)=O